FC(C=1NC=C(N1)C=O)(F)F [2-(trifluoromethyl)-1H-imidazol-4-yl]methanone